C(C)(C)(C)OC(=O)N1C2(CC(C1)(C2)C(=O)OC)CO 4-methoxycarbonyl-1-(hydroxymethyl)-2-azabicyclo[2.1.1]hexane-2-carboxylic acid tert-butyl ester